FC(CO)(F)C=1C(=C(C=CC1)[C@@H](C)NC1=NN=C(C2=CC3=C(C=C12)N(C(C3(C)COC)=O)C)C)F 8-[[(1R)-1-[3-(1,1-difluoro-2-hydroxy-ethyl)-2-fluoro-phenyl]ethyl]amino]-3-(methoxymethyl)-1,3,5-trimethyl-pyrrolo[3,2-g]phthalazin-2-one